N-(5-((3-(pyridin-2-ylmethyl)pyrrolidin-1-yl)methyl)thiazol-2-yl)acetamide N1=C(C=CC=C1)CC1CN(CC1)CC1=CN=C(S1)NC(C)=O